CN(C=1CCC1NCCC(F)(F)F)CC1=NC=C(C=C1)C1=NOC(=N1)C(F)(F)F 3-(methyl((5-(5-(trifluoromethyl)-1,2,4-oxadiazol-3-yl)pyridin-2-yl)methyl)amino)-4-((3,3,3-trifluoropropyl)amino)cyclobut-3-ene